2-Amino-4-(((tert-butyldimethylsilyl)oxy)methyl)-1-(3-methoxy-2,6-dimethylphenyl)-1H-pyrrolo[2,3-b]pyridine-3-carbonitrile NC1=C(C=2C(=NC=CC2CO[Si](C)(C)C(C)(C)C)N1C1=C(C(=CC=C1C)OC)C)C#N